NC1CCC1 trans-2-aminocyclobutane